C1(CC1)C1=C(C=C(N)C=C1)C1=NC=C(C=C1)F 4-Cyclopropyl-3-(5-fluoropyridin-2-yl)aniline